BrC1=CC(=C2C(=NN=C(C2=C1)NC(C)C=1C(=C(C#N)C=CC1)C)C)F 3-(1-((7-bromo-5-fluoro-4-methylphthalazin-1-yl)amino)ethyl)-2-methylbenzonitrile